CC1=C(C=CC(=C1)C)N(C1=CC=CC=C1)C(CC)C [(2,4-dimethyl)-phenyl]-(1-Methyl-propyl)-phenyl-amine